(±)-2-(4-cyclopropyl-6-methoxypyrimidin-5-yl)-8-(1-(4-(1-isopropyl-4-(trifluoromethyl)-1H-imidazol-2-yl)phenyl)ethyl)-5,8-dihydropyrido[2,3-d]pyrimidin-7(6H)-one C1(CC1)C1=NC=NC(=C1C=1N=CC2=C(N1)N(C(CC2)=O)[C@H](C)C2=CC=C(C=C2)C=2N(C=C(N2)C(F)(F)F)C(C)C)OC |r|